4-methoxy-N-((3-methyl-4-(pyrimidin-5-yloxy)phenyl)carbamoyl)cyclohexane-1-carboxamide COC1CCC(CC1)C(=O)NC(NC1=CC(=C(C=C1)OC=1C=NC=NC1)C)=O